(2-((R)-2-((tert-butoxycarbonyl)amino)-3-phenylpropoxy)-4,5-dimethoxybenzoyl)-L-aspartic acid 4-allyl ester 1-benzyl ester hydrochloride Cl.C(C1=CC=CC=C1)OC([C@@H](NC(C1=C(C=C(C(=C1)OC)OC)OC[C@@H](CC1=CC=CC=C1)NC(=O)OC(C)(C)C)=O)CC(=O)OCC=C)=O